(N-phenylaminomethyl)-methyldimethoxysilane C1(=CC=CC=C1)NC[Si](OC)(OC)C